N1C=C(C2=CC=CC=C12)CC(N)[C@@H](C1=NC=NO1)C12CC3CC(CC(C1)C3)C2 5-((S)-(2-(1H-Indol-3-yl)-1-aminoethyl)-3-adamantylmethyl)-1,2,4-oxadiazol